FC1=C2CC[C@@H](C2=CC=C1)NC(=O)C1=CC2=C(N=C(S2)N2CCNCC2)C=C1 (S)-N-(4-fluoro-2,3-dihydro-1H-inden-1-yl)-2-(piperazin-1-yl)benzo[d]thiazole-6-carboxamide